BrCCCCCCCCCC(=O)OC\C=C/CCCCCC (Z)-non-2-en-1-yl 10-bromodecanoate